OC1=C(C=CC(=C1)O)C(\C=C\C1=CC(=CC=C1)OC(C(F)F)(F)F)=O (E)-1-(2,4-Dihydroxyphenyl)-3-[3-(1,1,2,2-tetrafluoroethoxy)phenyl]prop-2-en-1-one